2-[1-(5-bromo-3-fluoro-2-methoxy-phenyl)sulfonyl-2,2-dimethyl-4-piperidyl]-4-chloro-5-[[(3R)-tetrahydropyran-3-yl]methylamino]pyridazin-3-one BrC=1C=C(C(=C(C1)S(=O)(=O)N1C(CC(CC1)N1N=CC(=C(C1=O)Cl)NC[C@@H]1COCCC1)(C)C)OC)F